tert-butyl ((4-(2-acetyl-1,2,3,4-tetrahydroisoquinolin-7-yl)-2-formylquinolin-6-yl)methyl)(tetrahydro-2H-pyran-4-yl)carbamate C(C)(=O)N1CC2=CC(=CC=C2CC1)C1=CC(=NC2=CC=C(C=C12)CN(C(OC(C)(C)C)=O)C1CCOCC1)C=O